C(C1=CC=CC=C1)(=O)N1[C@@H](CCC1)C(=O)N[C@H](C(=O)NC1=CC=C(C=C1)OC)C1=CC=C(C=C1)OC (S)-1-benzoyl-N-((S)-1-(4-methoxyphenyl)-2-((4-methoxyphenyl)amino)-2-oxoethyl)pyrrolidine-2-carboxamide